ethyl 7-chloro-6-oxo-5H-1,5-naphthyridine-3-carboxylate ClC=1C(NC=2C=C(C=NC2C1)C(=O)OCC)=O